FC=1C=C2C(=C(NC2=C(C1)F)C1=CC=C(C=C1)F)C1CN(C1)C(=O)OCC1=CC=CC=C1 benzyl 3-(5,7-difluoro-2-(4-fluorophenyl)-1H-indol-3-yl)azetidine-1-carboxylate